2-(2,4-dioxotetrahydropyrimidine-1(2H)-yl)-5-fluoroisoindoline-1,3-dione O=C1N(CCC(N1)=O)N1C(C2=CC=C(C=C2C1=O)F)=O